FC1=CC=C(C=2SC=C(C21)C=O)C#N 4-fluoro-3-formylbenzo[b]thiophene-7-carbonitrile